(S*)-5-(8-(7-Acetyl-3-ethyl-5,6,7,8-tetrahydroimidazo[1,5-a]pyrazin-1-yl)isoquinolin-3-yl)-N-(3-(2-(2,6-dioxopiperidin-3-yl)-1-oxoisoindolin-4-yl)prop-2-yn-1-yl)picolinamide C(C)(=O)N1CC=2N(CC1)C(=NC2C=2C=CC=C1C=C(N=CC21)C=2C=CC(=NC2)C(=O)NCC#CC2=C1CN(C(C1=CC=C2)=O)[C@@H]2C(NC(CC2)=O)=O)CC |o1:44|